[Bi].[Sb].[Sn] tin-antimony bismuth